N1C=NC=2C(NCCC21)=O 1,5,6,7-tetrahydro-4H-imidazo[4,5-c]pyridin-4-one